N-(5-(4-(2,6-diazaspiro[3.4]oct-6-yl)quinazolin-6-yl)-2-methoxypyridin-3-yl)-2,4,6-trifluorobenzenesulfonamide C1NCC12CN(CC2)C2=NC=NC1=CC=C(C=C21)C=2C=C(C(=NC2)OC)NS(=O)(=O)C2=C(C=C(C=C2F)F)F